ClC=1C=C(C(N(C1)C)=O)N1[C@H](C=2N(C(=NC2C1=O)C=1C(=NC=C(C(=O)OC)C1)OC)C(C)C)C1=CC=C(C=C1)Cl methyl (S)-5-(5-(5-chloro-1-methyl-2-oxo-1,2-dihydropyridin-3-yl)-6-(4-chlorophenyl)-1-isopropyl-4-oxo-1,4,5,6-tetrahydropyrrolo[3,4-d]imidazol-2-yl)-6-methoxynicotinate